1-(4-(6-(benzyloxy)-4,4-difluoro-3,4-dihydronaphthalen-1-yl)-3-methoxyphenyl)-4-(dimethoxymethyl)piperidine C(C1=CC=CC=C1)OC=1C=C2C(CC=C(C2=CC1)C1=C(C=C(C=C1)N1CCC(CC1)C(OC)OC)OC)(F)F